COC(=O)N1CCN(CC1)C(=O)[C@@H]1CN([C@H](O1)C(F)(F)F)C1=CC(=C(C=C1)C#N)Cl Methyl-4-((2R,5S)-3-(3-chloro-4-cyanophenyl)-2-(trifluoromethyl)oxazolidin-5-carbonyl)piperazin-1-carboxylat